4-Chloro-1-hydroxy-5-(4-methylphenyl)-1H-imidazole-2-carbonitrile ClC=1N=C(N(C1C1=CC=C(C=C1)C)O)C#N